tert-butyl (3S,5S)-3-fluoro-5-[[4-[2-methyl-4-[[4-(2,2,2-trifluoroethylsulfonylamino)-1-naphthyl]oxy]thiazol-5-yl]pyrimidin-2-yl]amino]piperidine-1-carboxylate F[C@@H]1CN(C[C@H](C1)NC1=NC=CC(=N1)C1=C(N=C(S1)C)OC1=CC=C(C2=CC=CC=C12)NS(=O)(=O)CC(F)(F)F)C(=O)OC(C)(C)C